FC(C(=O)O)(F)F.NC1=C2C(=NC=N1)N(N=C2C2=CC=C(C=C2)OC2=CC=CC=C2)C2CN(CC2)C2CN(C2)C2CN(C2)C=2C=C1C(N(C(C1=CC2)=O)C2C(NC(CC2)=O)=O)=O 5-(3-(3-(4-amino-3-(4-phenoxyphenyl)-1H-pyrazolo[3,4-d]pyrimidin-1-yl)pyrrolidin-1-yl)-[1,3'-biazetidin]-1'-yl)-2-(2,6-dioxopiperidin-3-yl)isoindoline-1,3-dione trifluoroacetate